CN1C(N(C2=C1C(=CC=C2)CCCCC2CCNCC2)C2C(NC(CC2)=O)=O)=O 3-[3-methyl-2-oxo-4-[4-(4-piperidyl)butyl]benzimidazol-1-yl]piperidine-2,6-dione